(rac)-4-Chloro-N-(1-ethyl-3-piperidyl)thieno[2,3-d]pyridazin-7-amine ClC1=C2C(=C(N=N1)N[C@H]1CN(CCC1)CC)SC=C2 |r|